N-benzyl-2-(2,5-dioxopyrrolidin-1-yl)propanamide C(C1=CC=CC=C1)NC(C(C)N1C(CCC1=O)=O)=O